(carboxymethoxy)-4-chlorothiophene-2-carboxylic acid C(=O)(O)COC1=C(SC=C1Cl)C(=O)O